C(C=1C(O)=CC=CC1)(=O)O.N(CCO)(CCO)CCO Triethanolamin Salicylat